C(C=C)(=O)N1CC(CC1)N1N=C(C2=CC=CC(=C12)C(=O)NC1CC1)C=1C=NC(=CC1)C(F)(F)F 1-(1-acryloylpyrrolidin-3-yl)-N-cyclopropyl-3-(6-(trifluorometh-yl)pyridin-3-yl)-1H-indazole-7-carboxamide